6-(3-isopropyl-5-(1-((2-methylpyrimidin-5-yl)methyl)piperidin-4-yl)-1H-indol-2-yl)-7,8-dimethyl-[1,2,4]triazolo[4,3-a]pyridine C(C)(C)C1=C(NC2=CC=C(C=C12)C1CCN(CC1)CC=1C=NC(=NC1)C)C=1C(=C(C=2N(C1)C=NN2)C)C